[N+](=O)([O-])C1=CC=C(C(=O)OC2CC(C2)N2C(CCC2)C(F)(F)F)C=C1 (1r,3r)-3-(2-(trifluoromethyl)pyrrolidin-1-yl)cyclobutyl 4-nitrobenzoate